C(CCCCCCCCCCC)SC(C)CC(CCCC)=O 2-(dodecylthio)octan-4-one